COC(=O)C1=CC=C(C=C1)C(C(=O)O)=O 2-(4-(methoxycarbonyl)phenyl)-2-oxoacetic acid